1-(2-(benzo[d][1,3]dioxol-5-ylamino)-5-methyl-pyrimidin-4-yl)-N-(1-(4-fluorophenyl)-2-hydroxy-ethyl)-1H-pyrrole-3-carboxamide O1COC2=C1C=CC(=C2)NC2=NC=C(C(=N2)N2C=C(C=C2)C(=O)NC(CO)C2=CC=C(C=C2)F)C